FN1C(C2(CC1)NC(C1=CC=CC=C12)=O)=O fluorospiro[isoindoline-1,3'-pyrrolidine]-2',3-dione